C(C)C=1C(NC=2C=C(C=NC2C1)C(C)(C)N1CCC(=CC1)C=1C=NC(=CC1)C(=O)NC)=C=O 1'-(2-(7-ethyl-6-carbonyl-5,6-dihydro-1,5-naphthyridin-3-yl)propan-2-yl)-N-methyl-1',2',3',6'-tetrahydro-[3,4'-bipyridine]-6-carboxamide